NC1=NC=2C(=CC=CC2C=2N1N=C(N2)CC(C)(O)C)OC 1-(5-amino-7-methoxy-[1,2,4]triazolo[1,5-c]quinazolin-2-yl)-2-methylpropan-2-ol